C(C)(C)(C)OCCC(=O)O 3-(tert-butoxy)propionic acid